ClC=1N=CC2=C(N1)C1(OC2O)COCC1 2'-chloro-4,5-dihydro-2H,5'H-spiro[furan-3,7'-furo[3,4-d]pyrimidin]-5'-ol